OC1(CC=CC2=CC=CC=C12)C1=C(C2=CC=CC=C2C(=C1)NS(=O)(=O)C1=CC=C(C=C1)OC)O N-(1,1'-dihydroxy-[1,2']binaphthyl-4'-yl)-4-methoxybenzenesulfonamide